N-ethyl-N-methylmethanimidamide C(C)N(C=N)C